CC1(CN(C2=CC=C(C=C12)C)C=1C=C2OC3=CC=C4C(=C3C3(OC(C5=CC=CC=C35)=O)C2=CC1)C=CC=C4)C 9-(3,3,5-trimethylindolin-1-yl)-3'H-spiro[benzo[a]xanthene-12,1'-isobenzofuran]-3'-one